3-acetyl-8-bromo-2-((4-bromophenyl)sulfinyl)-5-chloroquinolin-4(1H)-one C(C)(=O)C1=C(NC2=C(C=CC(=C2C1=O)Cl)Br)S(=O)C1=CC=C(C=C1)Br